4-amino-5-methoxy-N,N,2-trimethyl-benzenesulfonamide NC1=CC(=C(C=C1OC)S(=O)(=O)N(C)C)C